ClC=1C(=NC=C(C1)Cl)[O] 3,5-dichloropyridyl-oxygen